2'-(6-amino-5-cyanopyridin-3-yl)-N-[(1R)-1-(pyridin-4-yl)ethyl]-5',6'-dihydrospiro[pyrrolidine-3,4'-pyrrolo[1,2-b]pyrazole]-1-carboxamide NC1=C(C=C(C=N1)C=1C=C2N(N1)CCC21CN(CC1)C(=O)N[C@H](C)C1=CC=NC=C1)C#N